N,N'-bis(dimethylpentyl)-p-phenylenediamine CC(CCCC)(NC1=CC=C(C=C1)NC(CCCC)(C)C)C